2-(5-Fluoropyrimidin-2-yl)-6-nitrophenol FC=1C=NC(=NC1)C1=C(C(=CC=C1)[N+](=O)[O-])O